2-(1-methyl-1H-pyrazol-5-yl)acetamide CN1N=CC=C1CC(=O)N